2-(2-amino-7-cyano-1-methyl-benzoimidazol-5-yl)-N-phenyl-acetamide hydrochloride Cl.NC1=NC2=C(N1C)C(=CC(=C2)CC(=O)NC2=CC=CC=C2)C#N